4-methyl-2-(1-methyl-2-oxo-4-piperidyl)-N-[5-(2-methylprop-1-enyl)-3-pyridyl]-3,4-dihydro-1H-isoquinoline-7-carboxamide CC1CN(CC2=CC(=CC=C12)C(=O)NC=1C=NC=C(C1)C=C(C)C)C1CC(N(CC1)C)=O